tetrahydroindolo[2,1-h]pteridine N1CNCC=2N=CC=3N(C12)C1=CC=CC=C1C3